(hydroxyethyl)-N-methyl-acrylamide OCCC(C(=O)NC)=C